Methyl-styrol oxid CC1C(C2=CC=CC=C2)O1